(E)-2-(4-isopropyl-3-methoxystyryl)pyrimidine C(C)(C)C1=C(C=C(/C=C/C2=NC=CC=N2)C=C1)OC